1-(2-{[(9H-fluoren-9-ylmethoxy) carbonyl] amino} acetamido)-2-phenylethyl acetate C(C)(=O)OC(CC1=CC=CC=C1)NC(CNC(=O)OCC1C2=CC=CC=C2C=2C=CC=CC12)=O